FC(C(=O)O)(F)F.ClC=1C(=C(C=CC1)N1CCC2(CC1)C=1C=CC(=NC1C(N(C2)C2CN(C2)CCO)=O)C=2C(=NC=CC2)OCC)C(F)(F)F 1'-[3-chloro-2-(trifluoromethyl)phenyl]-2-(2-ethoxypyridin-3-yl)-7-[1-(2-hydroxyethyl)azetidin-3-yl]spiro[6H-1,7-naphthyridine-5,4'-piperidine]-8-one trifluoroacetate